C(#N)C=1C=C(C=CC1)C1=NN2C(N=C(C=C2)C(=O)NCC2CNC(CC2)=O)=C1C1=CC(=NC(=C1)C)C 2-(3-cyanophenyl)-3-(2,6-dimethyl-4-pyridyl)-N-[(6-oxo-3-piperidyl)methyl]pyrazolo[1,5-a]pyrimidine-5-carboxamide